1-[(2,5-dimethylpyrazol-3-yl)methyl]-4-[5-isobutyl-2-(2H-tetrazol-5-yl)phenyl]piperazine CN1N=C(C=C1CN1CCN(CC1)C1=C(C=CC(=C1)CC(C)C)C=1N=NNN1)C